N-(5-((6-((R)-3-(2-fluoro-3-methylphenyl)-isoxazolidine-2-yl)pyrimidine-4-yl)amino)-4-methoxy-2-((2-methoxyethyl)(methyl)amino)-phenyl)acrylamide FC1=C(C=CC=C1C)[C@@H]1N(OCC1)C1=CC(=NC=N1)NC=1C(=CC(=C(C1)NC(C=C)=O)N(C)CCOC)OC